C(C)OC1=CC=C(C=C1)NC(NC1=CC=C(C(=O)NO)C=C1)=O 4-(3-(4-ethoxyphenyl)ureido)-N-hydroxybenzamide